2-(7-((2S,5R)-5-ethyl-2-methyl-4-(1-(quinoxalin-6-yl)ethyl)piperazin-1-yl)-5-oxo-4,5-dihydro-2H-pyrazolo[4,3-b]pyridin-2-yl)acetonitrile C(C)[C@H]1N(C[C@@H](N(C1)C=1C=2C(NC(C1)=O)=CN(N2)CC#N)C)C(C)C=2C=C1N=CC=NC1=CC2